COC1=NC(=CC(=C1)C(\C(=C\C1=CC=C2C=CNC2=C1)\C)=O)OC (E)-1-(2,6-dimethoxypyridin-4-yl)-3-(1H-indol-6-yl)-2-methylpropan-2-en-1-one